1-(4-chlorobenzyl)-3-(hydroxyimino)-4-(4-(trifluoromethyl)phenyl)indolin-2-one ClC1=CC=C(CN2C(C(C3=C(C=CC=C23)C2=CC=C(C=C2)C(F)(F)F)=NO)=O)C=C1